[N+3].C(CCCCCCCCCCCCC)OC(C[N+](C)(C)CCO)COCCCCCCCCCCCCCC 2,3-di(tetradecyloxy)propyl-(2-hydroxyethyl)-dimethylammonium nitrogen